C1(CC1)S(=O)(=O)NC1=NC=CC(=N1)C1(CCOCC1)C(=O)NC1=NC=C(C=C1)C1=NC(=CN=C1)C1CC1 4-(2-(cyclopropanesulfonylamino)pyrimidin-4-yl)-N-(5-(6-cyclopropylpyrazin-2-yl)pyridin-2-yl)tetrahydro-2H-pyran-4-carboxamide